ON=C(C1=CC=CC=C1)N N'-hydroxybenzoamidine